ClC1=CC2=C(N(C(N=C2N2[C@H](CN(CC2)C(C=C)=O)C)=O)C=2C(=NC=NC2CC)CC)N=C1C1=C(C=CC=C1)F 6-chloro-1-(4,6-diethyl-5-pyrimidinyl)-7-(2-fluorophenyl)-4-((2S)-2-methyl-4-(2-propenoyl)-1-piperazinyl)pyrido[2,3-d]pyrimidin-2(1H)-one